BrC=1C=C(C(=NC1)C=O)F 5-Bromo-3-fluoro-pyridine-2-carbaldehyde